N-(3-(dibenzo[b,d]thiophen-2-yl)phenyl)-3-methyl-[1,1'-biphenyl]-4-amine C1=C(C=CC=2SC3=C(C21)C=CC=C3)C=3C=C(C=CC3)NC3=C(C=C(C=C3)C3=CC=CC=C3)C